C(#C)C=1C(=NC(=NC1)NC1CN(CCC1)CC(=O)N)C1=CN(C2=CC=CC=C12)S(=O)(=O)C1=CC=CC=C1 2-(3-((5-ethynyl-4-(1-(phenylsulfonyl)-1H-indol-3-yl)pyrimidin-2-yl)amino)piperidin-1-yl)acetamide